CN1N=CC=C1N1C=C(C=CC1=O)C(=O)O 1-(2-Methylpyrazol-3-yl)-6-oxo-pyridine-3-carboxylic acid